C(C)(C)(C)OC(N[C@H]1C[C@H](CC1)C1=NN(C(=C1)N)C(C)(C)C)=O (1r,3s)-3-(5-amino-1-(tert-butyl)-1H-pyrazol-3-yl)cyclopentyl-carbamic acid tert-butyl ester